CC(C(=O)N1N=C(C(=C1NCC1=CC=CC=C1)OC)C1C(N(C1)C(C(C)(C)C)=O)=O)(C)C 4-({[1-(2,2-Dimethylpropanoyl)-3-[1-(2,2-dimethylpropanoyl)-2-oxoazetidin-3-yl]-4-methoxy-1H-pyrazol-5-yl]amino}methyl)benzol